(1s,3s)-N1-(5-(difluoromethoxy)pyrimidin-2-yl)-N3-(5-nitropyridin-2-yl)cyclopentane-1,3-diamine FC(OC=1C=NC(=NC1)N[C@@H]1C[C@H](CC1)NC1=NC=C(C=C1)[N+](=O)[O-])F